ClC1=CC=C2C(=N1)NC=C2S(=O)(=O)NC=2C(=NC(=NC2)OCC(F)F)OC 6-chloro-N-[2-(2,2-difluoroethoxy)-4-methoxy-pyrimidin-5-yl]-1H-pyrrolo[2,3-b]pyridine-3-sulfonamide